2-(cyclopropylmethylamino)-2-oxo-acetic acid ethyl ester C(C)OC(C(=O)NCC1CC1)=O